5-bromo-1-methyl-3-((4-(4-methylpiperazin-1-yl)-3-nitrophenyl)amino)pyrazin-2(1H)-one BrC=1N=C(C(N(C1)C)=O)NC1=CC(=C(C=C1)N1CCN(CC1)C)[N+](=O)[O-]